C1(CC1)N(C(O)=O)C1=C(C(=C(C(=C1F)F)NCC1=C(C=C(C=C1)C(F)(F)F)F)F)N.BrC=1C=CCN(C1)CC1=CC=C(C=C1)OC 5-bromo-N-(4-methoxybenzyl)pyridine Cyclopropyl-(2-amino-3,5,6-trifluoro-4-((2-fluoro-4-(trifluoromethyl)benzyl)amino)phenyl)carbamate